(S)-2-(8-(2-azaspiro[3.3]heptan-6-yl)-6,6a,7,8,9,10-hexahydro-5H-pyrazino[1',2':4,5]pyrazino[2,3-c]pyridazin-2-yl)phenol C1NCC12CC(C2)N2C[C@H]1N(C=3C(=NN=C(C3)C3=C(C=CC=C3)O)NC1)CC2